The molecule is a sterol ester obtained by formal condensation of the 3-hydroxy group of abiraterone with the carboxy group of acetic acid. A prodrug that is converted in vivo into abiraterone. Used for treatment of metastatic castrate-resistant prostate cancer. It has a role as a prodrug, an antineoplastic agent and an EC 1.14.99.9 (steroid 17alpha-monooxygenase) inhibitor. It is a sterol ester and a member of pyridines. It derives from an abiraterone. CC(=O)O[C@H]1CC[C@@]2([C@H]3CC[C@]4([C@H]([C@@H]3CC=C2C1)CC=C4C5=CN=CC=C5)C)C